4-((3-chlorobenzyl)oxy)benzoic acid ClC=1C=C(COC2=CC=C(C(=O)O)C=C2)C=CC1